N-[[4-chloranyl-2-methyl-6-(phenyl-methoxy)pyrimidin-5-yl]methyl]-2-[1,1-di(methyl)ethyl-di(methyl)silyl]oxy-ethanamine ClC1=NC(=NC(=C1CNCCO[Si](C)(C)C(C)(C)C)OCC1=CC=CC=C1)C